C(C)(C)(C)C=1N=NN(C1)S(=O)(=O)C 4-(t-butyl)-1-(methylsulfonyl)-1H-1,2,3-triazole